N-([4-[4-[[2-(4-chlorophenyl)-4,4-dimethylcyclohexen-1-yl]methyl]piperazin-1-yl]phenyl]sulfonyl)-3-(methoxymethyl)benzamide ClC1=CC=C(C=C1)C1=C(CCC(C1)(C)C)CN1CCN(CC1)C1=CC=C(C=C1)S(=O)(=O)NC(C1=CC(=CC=C1)COC)=O